2-[4-[3-[1-(5-chloropyrimidin-2-yl)-4-piperidinyl]propoxy]-2-fluoro-phenyl]-1-[3-[[rac-(3r,5s)-3,4,5-trihydroxy-1-piperidinyl]methyl]azetidin-1-yl]ethanone ClC=1C=NC(=NC1)N1CCC(CC1)CCCOC1=CC(=C(C=C1)CC(=O)N1CC(C1)CN1C[C@H](C([C@H](C1)O)O)O)F |r|